ClC=1C=C(C=C(C1)NS(=O)(=O)C)NC(=O)C=1SC(=C(C1)C1=NC=C(C=C1F)N1CC2(COC2)CC1)C N-(3-chloro-5-(methylsulfonamido)phenyl)-4-(3-fluoro-5-(2-oxa-6-azaspiro[3.4]octan-6-yl)pyridin-2-yl)-5-methylthiophene-2-carboxamide